ethyl (((6-(((((S)-1-ethoxy-1-oxopropan-2-yl)amino)(methyl)phosphoryl)oxy)-5'-methyl-4-pentyl-1',2',3',4'-tetrahydro-[1,1'-biphenyl]-2-yl)oxy)(methyl)phosphoryl)-L-alaninate C(C)OC([C@H](C)NP(=O)(C)OC1=CC(=CC(=C1C1CCCC(=C1)C)OP(=O)(C)N[C@@H](C)C(=O)OCC)CCCCC)=O